((R)-5-((S)-3-methylmorpholino)-1,2,3,4-tetrahydroisoquinolin-3-yl)methanol C[C@H]1COCCN1C1=C2C[C@@H](NCC2=CC=C1)CO